CC1(C(=C(C1)C1=C(C=CC(=C1)C(F)(F)F)NC(C)=O)C1=CC=CC=C1)C N-(2-(3,3-dimethyl-2-phenylcyclobut-1-enyl)-4-trifluoromethylphenyl)acetamide